(R)-1-(2-chloroethyl)-3-fluoropyrrolidine hydrochloride Cl.ClCCN1C[C@@H](CC1)F